(1s,4s)-4-(8-(2,6-dichloro-4-fluorophenylamino)-2-(isopropylamino)-9H-purin-9-yl)cyclohexanecarboxamide ClC1=C(C(=CC(=C1)F)Cl)NC=1N(C2=NC(=NC=C2N1)NC(C)C)C1CCC(CC1)C(=O)N